(Z)-N-(5-chloro-4-methyl-2-(trifluoromethyl)pyridin-3-yl)-3-(3,7-difluoro-1H-indazol-6-yl)-2-fluoroacrylamide ClC=1C(=C(C(=NC1)C(F)(F)F)NC(/C(=C/C1=CC=C2C(=NNC2=C1F)F)/F)=O)C